OC1(CNC1)C#CC1=CC2=C(OCC(C(N2C)=O)NC(=O)C2=NC=CC(=C2)OC2=CC=CC=C2)C=C1 N-(7-((3-hydroxyazetidin-3-yl)ethynyl)-5-methyl-4-oxo-2,3,4,5-tetrahydrobenzo[b][1,4]oxazepin-3-yl)-4-phenoxypyridineamide